C(#N)C1=C(C=CC(=C1)C(N(C)C)=O)C(C(C)C=1N(C(C(=C(N1)C(=O)NC=1C=NOC1)O)=O)C)C1=CC=CC=C1 2-(1-(2-cyano-4-(dimethylcarbamoyl)phenyl)-1-phenylpropan-2-yl)-5-hydroxy-N-(isoxazol-4-yl)-1-methyl-6-oxo-1,6-dihydropyrimidine-4-carboxamide